C1=CC=C(C=C1)CC(=O)N[C@@H](CCC(=O)N)C(=O)O α-N-phenylacetyl-L-glutamine